1-(3-chlorophenyl)-N-(cyclopropylmethyl)-7-oxo-6-(5,6,7,8-tetrahydropyrido[3,4-d]pyrimidin-2-yl)-4,5-dihydropyrazolo[3,4-c]pyridine-3-carboxamide ClC=1C=C(C=CC1)N1N=C(C2=C1C(N(CC2)C=2N=CC1=C(N2)CNCC1)=O)C(=O)NCC1CC1